C(C)(C)(C)OC(=O)NC(C(=O)OC)C1=CC=C(C=C1)OC([2H])([2H])C1(CCCC1)C Methyl 2-((tert-butoxycarbonyl)amino)-2-(4-((1-methylcyclopentyl)methoxy-d2)phenyl)acetate